C(C1=CC=CC=C1)OC(=O)NC1C[C@@H]2[C@@H](CN(C2)CC2CCN(CC2)C(=O)OC(C)(C)C)C1 tert-butyl 4-(((3aR,5s,6aS)-5-(((benzyloxy)carbonyl)amino) hexahydrocyclopenta[c]pyrrol-2(1H)-yl)methyl)piperidine-1-carboxylate